ClC1=C(C(=O)O)C=CC=C1B1OC(C(O1)(C)C)(C)C 2-chloro-3-(4,4,5,5-tetramethyl-1,3,2-dioxaborolan-2-yl)benzoic acid